N-((3-(dimethylamino)pyridin-2-yl)carbamothioyl)((1-methylazetidin-3-yl)sulfonyl)picolinimidamide CN(C=1C(=NC=CC1)NC(=S)NC(C1=NC=CC=C1S(=O)(=O)C1CN(C1)C)=N)C